N-[5-[6-[2-(methoxymethyl)morpholin-4-yl]imidazo[1,2-a]pyridin-2-yl]-8-(methylamino)-2,7-naphthyridin-3-yl]cyclopropanecarboxamide COCC1CN(CCO1)C=1C=CC=2N(C1)C=C(N2)C2=C1C=C(N=CC1=C(N=C2)NC)NC(=O)C2CC2